BrC1CCC(CC1)NC1CCC(CC1)Br N,N-di(4-bromo-cyclohexyl)amine